[N+](=O)([O-])C=1C(=C2C(=NC1)N(C=C2)S(=O)(=O)C2=CC=C(C)C=C2)NN2CCC(CC2)CO (1-((5-nitro-1-p-toluenesulfonyl-1H-pyrrolo[2,3-b]pyridin-4-yl)amino)piperidin-4-yl)methanol